CC1=C(C=C(C=C1)NC(OC(C)(C)C)=O)NC1=NC=CC(=N1)C=1C=NC=CC1 tert-butyl (4-methyl-3-((4-(pyridin-3-yl)pyrimidin-2-yl)amino)phenyl)carbamate